2-[({2-amino-6-[(2-oxo-2,3-dihydro-1H-imidazol-1-yl)methyl]phenyl}carbamothioyl)amino]-2-(3-chloro-4-fluorophenyl)propyl 2,2-dimethylpropanoate CC(C(=O)OCC(C)(C1=CC(=C(C=C1)F)Cl)NC(NC1=C(C=CC=C1CN1C(NC=C1)=O)N)=S)(C)C